1λ6-thiomorpholine-1,1-dione N1CCS(CC1)(=O)=O